tert-butyl (S)-4-(2-(2,6-dioxopiperidin-3-yl)-3-oxoisoindolin-5-yl)piperazine-1-carboxylate O=C1NC(CC[C@@H]1N1CC2=CC=C(C=C2C1=O)N1CCN(CC1)C(=O)OC(C)(C)C)=O